anti-3-methylcytosine CN1C(N=CC=C1N)=O